C(#N)CC=1C=C(C=CC1C=1C=NC(=CC1)C=1C=NN(C1NC1=NC(=CN=C1)C(C)C)C)C1(CC1)C(=O)O 1-[3-(cyanomethyl)-4-[6-[5-[(6-isopropylpyrazin-2-yl)amino]-1-methyl-pyrazol-4-yl]-3-pyridyl]phenyl]cyclopropanecarboxylic acid